O[C@H]1[C@@H](C2=CC=CC=C2C1)NC(=O)C1=CC2=C(N=C(S2)C2CCN(CC2)C)C=C1 N-((1R,2R)-2-hydroxy-2,3-dihydro-1H-inden-1-yl)-2-(1-methylpiperidin-4-yl)benzo[d]-thiazole-6-carboxamide